tert-butyl (S)-pyrrolidin-3-yl carbamate CC(C)(C)OC(=O)N[C@H]1CCNC1